6-(1-((5-chloro-1-methyl-1H-pyrazol-4-yl)sulfonyl)-4-methoxypiperidin-4-yl)-7-methyl-[1,2,4]triazolo[1,5-a]pyridine ClC1=C(C=NN1C)S(=O)(=O)N1CCC(CC1)(OC)C=1C(=CC=2N(C1)N=CN2)C